1-(1-(8-fluoro-7-(8-fluoronaphthalen-1-yl)-2-((hexahydro-1H-pyrrolizin-7a-yl)methoxy)pyrido[4,3-d]pyrimidin-4-yl)piperidin-3-yl)urea FC1=C(N=CC2=C1N=C(N=C2N2CC(CCC2)NC(=O)N)OCC21CCCN1CCC2)C2=CC=CC1=CC=CC(=C21)F